4-(chloromethyl)-2-phenyl-1,3-thiazole ClCC=1N=C(SC1)C1=CC=CC=C1